1-(4-fluoro-3-isopropyl-2-(8-methyl-[1,2,4]triazolo[1,5-a]pyridin-6-yl)-1H-pyrrolo[2,3-c]pyridin-5-yl)-N-methyl-N-(oxetan-3-yl)piperidin-4-amine FC1=C2C(=CN=C1N1CCC(CC1)N(C1COC1)C)NC(=C2C(C)C)C=2C=C(C=1N(C2)N=CN1)C